5,5''-bis(tri-n-butylstannyl)-2,2':5',2''-terthiophene C(CCC)[Sn](C1=CC=C(S1)C=1SC(=CC1)C=1SC(=CC1)[Sn](CCCC)(CCCC)CCCC)(CCCC)CCCC